2-Oxo-2,3-dihydrofuran O=C1OC=CC1